C(C)(=O)N1CCC(CC1)C=1C=NC(=NC1)C=1C=C(SC1C)C(=O)NC1=CC(=CC(=C1)NS(=O)(=O)C)Cl 4-(5-(1-acetylpiperidin-4-yl)pyrimidin-2-yl)-N-(3-chloro-5-(methylsulfonamido)phenyl)-5-methylthiophene-2-carboxamide